C1NCC12CC(C2)NC(OCC2=CC=CC=C2)=O Benzyl (2-azaspiro[3.3]heptan-6-yl)carbamate